3-(4-(((tert-butyldimethylsilyl)oxy)methyl)pyridin-2-yl)-N-(2-(5-fluoro-2-((4-methoxybenzyl)oxy)phenyl)propan-2-yl)imidazo[1,2-b]pyridazin-6-amine [Si](C)(C)(C(C)(C)C)OCC1=CC(=NC=C1)C1=CN=C2N1N=C(C=C2)NC(C)(C)C2=C(C=CC(=C2)F)OCC2=CC=C(C=C2)OC